CC(C(=O)C1=C(OCC(=O)O)C=CC=C1)C 2-[2-(2-Methylpropionyl)phenoxy]Acetic acid